bis(Tetramethylcyclopentadienyl)nickel CC1[C-]=C(C(=C1C)C)C.CC1[C-]=C(C(=C1C)C)C.[Ni+2]